ClC1=C(C=C(OC2=CC(=C(C=C2C)C(=N)N(C)CC)C)C=C1)C(F)(F)F [4-[4-chloro-3-(trifluoromethyl)phenoxy]-2,5-dimethylphenyl]-N-ethyl-N-methylformamidine